7-(hydroxymethyl)-3-methyl-1,6-naphthyridin-2(1H)-one OCC1=NC=C2C=C(C(NC2=C1)=O)C